BrC=1C=C(C=2N(C1)C(=C(N2)CC)N(C=O)C)C N-(6-Bromo-2-ethyl-8-methyl-imidazo[1,2-a]pyridin-3-yl)-N-methyl-formamide